2-cyanophenyl isocyanate C(#N)C1=C(C=CC=C1)N=C=O